carbonyl-iridium hydride C(=O)=[IrH]